NC=1C=CC2=C(C(=CS2)C2CCN3CCCC3C2)C1 5-amino-3-(octahydroindolizin-7-yl)-benzothiophene